methylnorbornane-2,3-dicarboxylic anhydride CC12C3C(C(CC1)C2)C(=O)OC3=O